CN1N=C(C(=C1O[C@H](CN)C)C=1C=C2C(=NN(C2=CC1)C1OCCCC1)C#C[Si](C(C)C)(C(C)C)C(C)C)C (2S)-2-[2,5-dimethyl-4-[1-tetrahydropyran-2-yl-3-(2-triisopropylsilylethynyl)indazol-5-yl]pyrazol-3-yl]oxypropan-1-amine